tert-pentyl bromide C(C)(C)(CC)Br